(N-[4-amino-5-[4-[2-(N,2-dimethylanilino)-2-oxo-ethoxy]benzoyl]thiazol-2-yl]-4-fluoro-anilino)propanamide NC=1N=C(SC1C(C1=CC=C(C=C1)OCC(=O)N(C1=C(C=CC=C1)C)C)=O)N(C1=CC=C(C=C1)F)C(C(=O)N)C